tert-butyl 4-(2,4-difluoro-3-methoxyphenyl)piperazine-1-carboxylate FC1=C(C=CC(=C1OC)F)N1CCN(CC1)C(=O)OC(C)(C)C